9-(4-((3,3-difluoro-4-hydroxypiperidin-1-yl)carbonyl)phenyl)-2-(trifluoromethyl)-4H-pyrido[1,2-a]pyrimidin-4-one FC1(CN(CCC1O)C(=O)C1=CC=C(C=C1)C1=CC=CN2C1=NC(=CC2=O)C(F)(F)F)F